NCCOC(C)O 2-Aminoethoxyl-ethanol